[Ag].[Pd].[Au].[Cu] copper-gold-palladium-silver